[Si](C)(C)(C(C)(C)C)OC=1C(=C(C=CC1)COC1=NC=CC(=C1)C(=O)O)C1OCCO1 2-({3-[(tert-butyldimethylsilyl)oxy]-2-(1,3-dioxolan-2-yl)phenyl}methoxy)pyridine-4-carboxylic acid